1-(tert-butyl) 4-methyl 4-morpholinopiperidine-1,4-dicarboxylate O1CCN(CC1)C1(CCN(CC1)C(=O)OC(C)(C)C)C(=O)OC